1,3-bis(2-propyl)-4,5-dimethylimidazol CC(C)N1CN(C(=C1C)C)C(C)C